N1=CN=C(C2=C1NC=C2)C=2C=CC(=NC2)N2CC1N(C(C2)C1)CC1=CC=C(N)C=C1 4-((3-(5-(7H-pyrrolo[2,3-d]pyrimidin-4-yl)pyridin-2-yl)-3,6-diazabicyclo[3.1.1]heptan-6-yl)methyl)aniline